NC(C)(C)C1=CC(=NC(=C1)N1CCC(CC1)C(F)(F)F)OC1[C@@H]2CN(C[C@H]12)C(=O)C1=CC(=NN1C)C=1OC=CN1 ((1R,5S,6s)-6-((4-(2-aminopropan-2-yl)-6-(4-(trifluoromethyl)piperidin-1-yl)pyridin-2-yl)oxy)-3-azabicyclo[3.1.0]hexan-3-yl)(1-methyl-3-(oxazol-2-yl)-1H-pyrazol-5-yl)methanone